CN1C(C=C(C2=CC=CC=C12)N1CCC(CC1)OC=1C=NC(=NC1)C(F)(F)F)=O 1-methyl-2-oxo-4-(4-{[2-(trifluoromethyl)pyrimidin-5-yl]oxy}piperidin-1-yl)-1,2-dihydroquinoline